1,8-dimethyl-5-[[(1R)-1-[3-(trifluoromethyl)-phenyl]ethyl]amino]-3H-imidazo[4,5-g]phthalazin-2-one CN1C(NC=2C1=CC=1C(=NN=C(C1C2)N[C@H](C)C2=CC(=CC=C2)C(F)(F)F)C)=O